Pinen CC1=CCC2C[C@H]1C2(C)C